N1(CCCCCC1)C=1N=C(C2=C(C=NNC2=O)N1)NC1=CC=C(C=C1)OCCN1CCNCC1 2-(azepan-1-yl)-4-((4-(2-(piperazin-1-yl)ethoxy)phenyl)amino)pyrimido[4,5-d]pyridazin-5(6H)-one